BrC1=NC(=CC(=C1NC(=O)C1CCN(CC1)C(=O)OCC1=CC=CC=C1)C)C benzyl 4-((2-bromo-4,6-dimethylpyridin-3-yl)carbamoyl)piperidine-1-carboxylate